NC(C)(C1=CC=C(C=C1)F)C=1C=NC(=NC1)N1CCN(CC1)C1=NC=NN2C1=CC(=C2)C=2C=NN(C2)CC2(CC2)O 1-{4-[4-(4-{5-[1-amino-1-(4-fluoro-phenyl)-ethyl]-pyrimidin-2-yl}-piperazin-1-yl)-pyrrolo[2,1-f][1,2,4]triazin-6-yl]-pyrazol-1-ylmethyl}-cyclopropaneol